O=C1[C@H]([C@@H](CCCC(C=O)C)C)[C@]2(CC[C@@H]3[C@]4(CC[C@@H](CC4=CC[C@H]3[C@@H]2C1)O)C)C 16,26-dioxo-cholesterol